C(C)C1=C(C=CC(=C1)N1CC(N(C(C1)(C)C)C)(C)C)NC1=NC=C(C(=N1)NCCCN1C(COCCC1)=O)C(F)(F)F 4-(3-((2-((2-Ethyl-4-(3,3,4,5,5-pentamethylpiperazin-1-yl)phenyl)amino)-5-(trifluoromethyl)pyrimidin-4-yl)amino)propyl)-1,4-oxazepan-3-on